[Si](C)(C)(C(C)(C)C)O[C@@H]1C[C@]2(CN(C1)C(=O)OC(C)(C)C)C1=C(NC(O2)=O)C=CC(=C1F)Cl |r| (rac)-tert-Butyl (4R or S,5'R or S)-5'-((tert-butyldimethylsilyl)oxy)-6-chloro-5-fluoro-2-oxo-1,2-dihydrospiro[benzo[d][1,3]oxazine-4,3'-piperidine]-1'-carboxylate